1-Ethyl-3-(5-(4-fluoro-2-methoxy-5-((4-oxo-3,4-dihydrophthalazin-1-yl)methyl)phenyl)-1H-benzoimidazol-2-yl)urea C(C)NC(=O)NC1=NC2=C(N1)C=CC(=C2)C2=C(C=C(C(=C2)CC2=NNC(C1=CC=CC=C21)=O)F)OC